N-((S)-2,2-dicyclopropyl-1-(5-(((S)-2-oxo-4-(trifluoromethyl)-imidazolidin-1-yl)methyl)benzo[d]oxazol-2-yl)ethyl)-3-methylpicolinamide C1(CC1)C([C@@H](C=1OC2=C(N1)C=C(C=C2)CN2C(N[C@@H](C2)C(F)(F)F)=O)NC(C2=NC=CC=C2C)=O)C2CC2